C(C)(C)S(=O)(=O)CC=O 2-(isopropylsulfonyl)ethan-1-one